1-dimethylethoxysilyl-6-bis(diethylamino)phenylsilylhexane C[Si](CCCCCC[Si](C1=CC=CC=C1)(N(CC)CC)N(CC)CC)(OCC)C